1-(4,4-difluorocyclohexyl)-3-methyl-1H-thieno[2,3-c]pyrazole-5-carboxylic acid FC1(CCC(CC1)N1N=C(C2=C1SC(=C2)C(=O)O)C)F